6-(Ethylsulfonyl)-N-(4-(trifluoromethoxy)phenyl)-1,2,3,4-tetrahydroisoquinoline-1-carboxamide hydrochloride Cl.C(C)S(=O)(=O)C=1C=C2CCNC(C2=CC1)C(=O)NC1=CC=C(C=C1)OC(F)(F)F